[Cl-].C(C(=C)C)(=O)OCC[N+](C)(C)C (trimethylammonio)ethyl methacrylate chloride